C(C)(=O)N1CCN(CC1)CC[C@@H](C(=O)NC1=CC(=C(C=C1)Cl)C)NC(=O)[C@H]1N(CC2=CC=CC=C2C1)C(CCC(C1=CC=CC=C1)=O)=O (S)-N-((S)-4-(4-ACETYLPIPERAZIN-1-YL)-1-((4-CHLORO-3-METHYLPHENYL)AMINO)-1-OXOBUTAN-2-YL)-2-(4-OXO-4-PHENYLBUTANOYL)-1,2,3,4-TETRAHYDROISOQUINOLINE-3-CARBOXAMIDE